tert-butyl {3-[(4-bromopyridin-3-yl)oxy]propyl}carbamate BrC1=C(C=NC=C1)OCCCNC(OC(C)(C)C)=O